ClC1=C2C(N(C(C2=CC=C1)=O)CC1=C(C=C(C=C1F)C=1C2=CN(N=C2C=CC1)C)F)([2H])O 4-chloro-2-(2,6-difluoro-4-(2-methyl-2H-indazol-4-yl)-benzyl)-3-hydroxyisoindolin-1-one-3-d